ClC=1N=CC=C2C1OCCC2(C)C 8-chloro-4,4-dimethyl-2H,3H-pyrano[2,3-c]pyridine